ON=[N+]=[N-] trans-hydroxyl azide